2-bromo-β,β-difluoro-4-(trifluoromethyl)-benzenepropanoic acid BrC1=C(C=CC(=C1)C(F)(F)F)C(CC(=O)O)(F)F